(2-methoxyethyl)(methyl)ammonia COCCNC